NC=1C=CC2=CC3=CC=C(C=C3[N+](=C2C1)C)N 3,6-diamino-10-methylacridinium